3-ethynyl-N-(3-fluoro-5-(3-hydroxypropyl)phenyl)-4-methylbenzamide C(#C)C=1C=C(C(=O)NC2=CC(=CC(=C2)CCCO)F)C=CC1C